O=C(C(=O)NC=1C2=C(C=NC1)C=NN2COCC[Si](C)(C)C)N2[C@H](CC[C@@H](C2)C)C2=CC(=CC=C2)OC[C@@H]2N(CCC2)C 2-Oxo-2-[(2R,5S)-5-methyl-2-[3-[[(2R)-1-methylpyrrolidin-2-yl]methoxy]phenyl]-1-piperidyl]-N-[1-(2-trimethylsilylethoxymethyl)pyrazolo[4,3-c]pyridin-7-yl]acetamide